(S)-N-(2-methyl-4-chlorophenyl)-4-((1-((4-chlorophenyl)amino)-1-oxopropan-2-yl)oxy)benzamide CC1=C(C=CC(=C1)Cl)NC(C1=CC=C(C=C1)O[C@H](C(=O)NC1=CC=C(C=C1)Cl)C)=O